NC1CCN(CC1)C1=NC2=CC=C(C=C2C(=N1)C1=CC(=C(C#N)C=C1)F)C=1C=C(C=CC1)C 4-(2-(4-aminopiperidin-1-yl)-6-(m-tolyl)quinazolin-4-yl)-2-fluorobenzonitrile